CP(=O)(C)C1=C(C=CC=C1)NC1=C2N=CN(C2=NC(=N1)NC1=CC(=C(C=C1)N1CCC2(CC(C2)NC(OC(C)(C)C)=O)CC1)C)CC1=CC=C(C=C1)OC tert-butyl (7-(4-((6-((2-(dimethylphosphoryl)phenyl)amino)-9-(4-methoxybenzyl)-9H-purin-2-yl)amino)-2-methylphenyl)-7-azaspiro[3.5]nonan-2-yl)carbamate